ClC=1C=C(C=CC1)[C@H]1[C@@H](C12C(C1=CC=CC=C1C2=O)=O)C(=O)OC methyl (2S,3R)-3-(3-chlorophenyl)-1',3'-dioxo-1',3'-dihydrospiro[cyclopropane-1,2'-indene]-2-carboxylate